COC1=CC=C(C=C1)N(C1=CC=C(C=O)C=C1)C1=CC=C(C=C1)OC 4-(di-(4-methoxyphenyl)amino)benzaldehyde